tert-butyl 5-(4-(methoxycarbonyl) phenyl)-7-methylindolin-1-carboxylate COC(=O)C1=CC=C(C=C1)C=1C=C2CCN(C2=C(C1)C)C(=O)OC(C)(C)C